N-(2-(2-((4-(4-methylpiperazin-1-yl)phenyl)amino)quinazolin-8-yl)pyridin-4-yl)acetamide CN1CCN(CC1)C1=CC=C(C=C1)NC1=NC2=C(C=CC=C2C=N1)C1=NC=CC(=C1)NC(C)=O